2-(2,7-dimethyl-2H-pyrazolo[4,3-b]pyridin-5-yl)-7-(1,2,3,6-tetrahydropyridin-4-yl)-4H-pyrido[1,2-a]pyrimidin-4-one hydrochloride Cl.CN1N=C2C(N=C(C=C2C)C=2N=C3N(C(C2)=O)C=C(C=C3)C=3CCNCC3)=C1